(S)-2-(2-bromoethoxy)-2-methoxyethyl acetate C(C)(=O)OC[C@@H](OC)OCCBr